1-octanamide dimaleate C(\C=C/C(=O)O)(=O)O.C(\C=C/C(=O)O)(=O)O.C(CCCCCCC)(=O)N